C(C)(C)(C)N1C=C(C=2C1=NC(=CC2)C(=O)N2[C@H](CN(CC2)C2=NC(=C(C(=O)O)C(=C2)C)C)C)C2=CC(=C(C=C2)Cl)F (S)-6-(4-(1-(tert-butyl)-3-(4-chloro-3-fluorophenyl)-1H-pyrrolo[2,3-b]pyridine-6-carbonyl)-3-methylpiperazin-1-yl)-2,4-dimethylnicotinic acid